FC=1C(=C(C=CC1F)[C@H]1[C@@H](N[C@]([C@H]1C)(C(F)(F)F)C)C(=O)NC1=CC(=NC=C1)C(NO)=O)OC([2H])([2H])[2H] (2R,3S,4S,5R)-3-(3,4-difluoro-2-(methoxy-d3)phenyl)-N-(2-(N-hydroxycarbamoyl)pyridin-4-yl)-4,5-dimethyl-5-(trifluoromethyl)pyrrolidine-2-carboxamide